C(CCC)C1=C(C=C(C(=C1)B1OC(CO1)(C)C)CCCC)B1OC(CO1)(C)C (2,5-dibutyl-1,4-phenylene)bis(5,5-dimethyl-1,3,2-dioxaborolan)